CN1C(=NC2=C1C=CC(=C2)C(=O)O)NC2=NC1=C(N2C)C=CC(=C1)OC(F)(F)F 1-methyl-2-((1-methyl-5-(trifluoromethoxy)-1H-benzo[d]imidazol-2-yl)amino)-1H-benzo[d]imidazole-5-carboxylic acid